NC=1CCC([C@@](N1)(CF)C=1C=C(C=CC1F)NC(=O)C1=NC=C(C=C1)Br)(F)F (S)-N-(3-(6-amino-3,3-difluoro-2-(fluoromethyl)-2,3,4,5-tetrahydropyridin-2-yl)-4-fluorophenyl)-5-bromopyridinecarboxamide